5-(imidazo[1,2-b]pyridazin-6-yl)-2-{3-[(3S)-3-(propan-2-yl)piperazin-1-yl]-1,2,4-triazin-6-yl}phenol N=1C=CN2N=C(C=CC21)C=2C=CC(=C(C2)O)C2=CN=C(N=N2)N2C[C@@H](NCC2)C(C)C